tert-butyl 3-(5-cyanofuran-2-yl)-5,6-dihydroimidazo[1,2-a]pyrazine-7(8H)-carboxylate C(#N)C1=CC=C(O1)C1=CN=C2N1CCN(C2)C(=O)OC(C)(C)C